3-METHYL-ADENINE tert-butyl-4-(3-cyano-6-(1-methyl-1H-pyrazol-4-yl)pyrazolo[1,5-a]pyridin-4-yl)-1,4-diazacycloheptane-1-carboxylate C(C)(C)(C)C1N(CCCN(C1)C=1C=2N(C=C(C1)C=1C=NN(C1)C)N=CC2C#N)C(=O)O.CN2C=NC(=C1N=CN=C21)N